NC1=C(C=C(N=N1)C1=C(C=CC=C1)O)N1CC2CCC(C1)N2C2=CC(=NC=C2)C#CCN2CC1(C2)CC(C1)F 2-[6-amino-5-[8-[2-[3-(6-fluoro-2-azaspiro[3.3]heptan-2-yl)prop-1-ynyl]-4-pyridyl]-3,8-diazabicyclo[3.2.1]octan-3-yl]pyridazin-3-yl]phenol